tert-butyl ((exo-3-(1-(4-(4-(1H-imidazole-1-carboxamido)-2-oxopyrimidin-1(2H)-yl)-2-fluorophenyl)butan-2-yl)-3-azabicyclo[3.1.0]hexan-6-yl)methyl)carbamate N1(C=NC=C1)C(=O)NC1=NC(N(C=C1)C1=CC(=C(C=C1)CC(CC)N1CC2C(C2C1)CNC(OC(C)(C)C)=O)F)=O